N1=CC(=CC=C1)[N-]C(C(=O)[N-]C=1C=NC=CC1)=O N,N'-di(3-pyridyl)oxalyl-diamide